isopentylpropionanilide C(CC(C)C)C(C(=O)NC1=CC=CC=C1)C